N1=CC=CC2=CC=CC(=C12)C=1C(=NC(=CC1)N)N 3-(8-quinolyl)pyridine-2,6-diamine